1-(5-bromo-2-chlorophenyl)cyclopentan-1-ol BrC=1C=CC(=C(C1)C1(CCCC1)O)Cl